C(CCC)N1C2=CC=CC=C2C=2C=C(C=CC12)\C=C\C=1SC=CC1 9-butyl-3-[(1E)-2-(2-thienyl)vinyl]-9H-carbazole